CC1=CC=CC(=N1)C1=NN2C(C(=N1)NC1=NC(=NC=C1)NC1=CC=C(C=C1)NC1CNCC1)=CC=C2 N4-[2-(6-methyl-2-pyridyl)pyrrolo[2,1-f][1,2,4]triazin-4-yl]-N2-[4-(pyrrolidin-3-ylamino)phenyl]pyrimidine-2,4-diamine